OC1=C(C=NO)C=CC=C1 o-hydroxybenzaldehyde oxime